C(=C)C1=CC=C(C=C1)[SiH](C)C (4-vinylphenyl)dimethylsilane